N-[2-difluoromethoxy-4-(1,1,1,2,3,3,3-heptafluoropropan-2-yl)-phenyl]-2-fluoro-3-nitrobenzamide FC(OC1=C(C=CC(=C1)C(C(F)(F)F)(C(F)(F)F)F)NC(C1=C(C(=CC=C1)[N+](=O)[O-])F)=O)F